2-(3-dimethylaminopropylamino)benzopyran-4-carboxylic acid CN(CCCNC1OC2=C(C(=C1)C(=O)O)C=CC=C2)C